C(C)(C)[C@H]1CO[C@@]23CCN(C[C@H]3CCC(N21)=O)CC2=CC=NC=C2 (3S,7aR,11aR)-3-isopropyl-9-(4-pyridylmethyl)-2,3,6,7,7a,8,10,11-octahydrooxazolo[2,3-j][1,6]naphthyridin-5-one